5-(2-oxa-7-azaspiro[4.4]nonan-7-yl)-2,7-naphthyridin-1-one C1OCCC12CN(CC2)C2=C1C=CNC(C1=CN=C2)=O